C(C)C1=C(C=NC=C1)C=1C=C2C=C(N=NC2=C(C1)NC(OC(C)(C)C)=O)NC(NCC(F)(F)F)=O tert-butyl N-[6-(4-ethyl-3-pyridyl)-3-(2,2,2-trifluoroethylcarbamoylamino)cinnolin-8-yl]carbamate